C1(CC1)C1=CC=C(C2=CC=CC=C12)NC=1C2=C(N=C(N1)SC1CCC1)CCS2 1-((4-((4-Cyclopropylnaphthalen-1-yl)amino)-6,7-dihydrothieno[3,2-d]Pyrimidin-2-yl)thio)cyclobutane